BrC=1C(=NC(=CC1C)C#C[Si](C)(C)C(C)(C)C)C 3-bromo-6-[2-(tert-butyldimethylsilyl)ethynyl]-2,4-dimethylpyridine